O1CCN(CC1)C1=NC(=C2N=CN(C2=N1)C1CN(C1)C(=O)OC)OS(=O)(=O)C1=CC=C(C)C=C1 methyl 3-(2-morpholino-6-(tosyloxy)-9H-purin-9-yl)azetidine-1-carboxylate